4-(oxetan-3-yloxy)picolinic acid O1CC(C1)OC1=CC(=NC=C1)C(=O)O